O=C1NC(CCC1N1C(C2=CC=C(C=C2C1=O)C1(CCN(CC1)CC=1C=CC2=CN(N=C2C1)C1=CC=CC=C1)O)=O)=O 2-(2,6-dioxopiperidin-3-yl)-5-(4-hydroxy-1-((2-phenyl-2H-indazol-6-yl)methyl)piperidin-4-yl)isoindoline-1,3-dione